ClC1=CC2=C(O[C@H](CN2CC)C(=O)N[C@@H]2CC[C@H](CC2)NC(COC2=CC=C(C=C2)Cl)=O)C=C1 trans-(R)-6-chloro-N-(4-(2-(4-chlorophenoxy)acetamido)cyclohexyl)-4-ethyl-3,4-dihydro-2H-benzo[b][1,4]oxazine-2-carboxamide